isopropylaminophytol C(C)(C)NCC(C)CCC[C@@H](C)CCC[C@@H](C)CCC\C(\C)=C\CO